C(C)C1=C(NC2=CC=CC=C12)C1=CC(=NC=C1)OC 3-ethyl-2-(2-methoxypyridin-4-yl)-1H-indole